COCC1(COC1)CN1N=CC(=C1)NC1=NC(=NC=C1)C1=CC=C(C=C1)N1C(NCC1)=O 1-(4-(4-((1-((3-(methoxymethyl)oxetan-3-yl)methyl)-1H-pyrazol-4-yl)amino)pyrimidin-2-yl)phenyl)imidazolidin-2-one